C[C@@H]1N(C2=CC=C3C(=C2CC1)N=C(N3C3CCC1(CNC1)CC3)[C@H](CC3=CC=CC=C3)C)C(=O)OC methyl (S)-7-methyl-2-((S)-1-phenylpropan-2-yl)-3-(2-azaspiro[3.5]nonan-7-yl)-3,7,8,9-tetrahydro-6H-imidazo[4,5-f]quinoline-6-carboxylate